COC(=O)C1=CN=C2C(=N1)N(C(=C2)C2=CC=CC=C2)C 5-methyl-6-phenyl-5H-pyrrolo[2,3-b]Pyrazine-3-carboxylic acid methyl ester